(5'-(4-methoxybenzyl)-6'-oxo-5',6'-dihydrospiro[cyclohexane-1,4'-thieno[2,3-c]pyrrol]-2'-yl)boronic acid COC1=CC=C(CN2C(C3=C(C24CCCCC4)C=C(S3)B(O)O)=O)C=C1